C=1N(C=C2C=NC=CC21)C(=O)[O-] 2H-pyrrolo[3,4-c]pyridine-2-carboxylate